C1(CC1)C(C(=O)N1CC2(CC2)C(C1CC=1C(=C(C=CC1)C1=CC=CC=C1)F)NS(=O)(=O)C(C)(F)F)(C)O N-(5-(2-cyclopropyl-2-hydroxypropanoyl)-6-((2-fluoro-[1,1'-biphenyl]-3-yl)methyl)-5-azaspiro[2.4]heptan-7-yl)-1,1-difluoroethane-1-sulfonamide